(R,Z)-3-((4-acetamido-3-((tetrahydrofuran-3-yl)oxy)phenyl)amino)-2-cyanopent-2-enoate C(C)(=O)NC1=C(C=C(C=C1)N\C(=C(/C(=O)[O-])\C#N)\CC)O[C@H]1COCC1